5-(6-(2-hydroxy-4-(trifluoromethyl)phenyl)-5-methyl-1,2,4-triazin-3-yl)octahydro-3H-pyrrolo[3,4-c]pyridin-3-one OC1=C(C=CC(=C1)C(F)(F)F)C1=C(N=C(N=N1)N1CC2C(CC1)CNC2=O)C